C1(CC1)C=1C=C2C=CC(=NC2=NC1)N 6-cyclopropyl-1,8-naphthyridin-2-amine